BrC1=CC=CC(=N1)NC(=O)C1NCC1 N-(6-bromopyridin-2-yl)azetidine-2-carboxamide